Isopentene CC(C)C=C